BrC1=CC2=C(NC(=N2)C2CC2)C(=C1)[N+](=O)[O-] 5-bromo-2-cyclopropyl-7-nitro-1H-benzo[d]imidazole